FC=1C=C(C=CC1C(F)(F)F)C=1OC2=C(N1)C=CC(=C2)C(=O)N2CCN(CC2)C2=NC1=CC=CC=C1C(N2)=O 2-[4-[2-[3-Fluoro-4-(trifluoromethyl)phenyl]-1,3-benzoxazole-6-carbonyl]piperazin-1-yl]-3H-quinazolin-4-one